3-(2,2-difluoroethyl)-1,8-dimethyl-5-[[(1R)-1-[3-(trifluoromethyl)phenyl]ethyl]amino]imidazo[4,5-g]phthalazin-2-one FC(CN1C(N(C2=CC=3C(=NN=C(C3C=C21)N[C@H](C)C2=CC(=CC=C2)C(F)(F)F)C)C)=O)F